1-{N-[2-(4-morpholinyl)ethyl]-2-aminobenzo[d]thiazol-6-yl}-3-(1-adamantyl)urea N1(CCOCC1)CCN1C(SC2=C1C=CC(=C2)NC(=O)NC21CC3CC(CC(C2)C3)C1)N